3-(5-(5-(2,3-dihydro-1H-inden-4-yl)-6-methoxy-1H-pyrazolo[4,3-b]pyridin-3-yl)pyridin-2-yl)-1-((R)-4-methylmorpholine-3-carbonyl)pyrrolidine-3-carbonitrile C1CCC2=C(C=CC=C12)C1=C(C=C2C(=N1)C(=NN2)C=2C=CC(=NC2)C2(CN(CC2)C(=O)[C@@H]2N(CCOC2)C)C#N)OC